2-(2,6-difluoro-4-(7-(1-methyl-1H-pyrazol-4-yl)imidazo[1,2-a]pyridin-3-yl)phenyl)-5-ethyl-1,3,4-oxadiazole FC1=C(C(=CC(=C1)C1=CN=C2N1C=CC(=C2)C=2C=NN(C2)C)F)C=2OC(=NN2)CC